2-cyclobutyl-5,6,7,8-tetrahydro-10H-oxazolo[5,4-d]pyrido[1,2-a]pyrimidin-10-one C1(CCC1)C=1OC=2N=C3N(C(C2N1)=O)CCCC3